N1N=NC(=C1)C=O triazolyl-formaldehyde